Methyl-4-bromo-2-(bromomethyl)phenyl acetate C(C)(=O)OC1=C(C(=C(C=C1)Br)C)CBr